C(=O)(O)CN(CC(=O)O)C(OCCSSCCOC(N(CC(=O)O)CC(=O)O)=O)=O 3,14-bis(carboxymethyl)-4,13-dioxo-5,12-dioxa-8,9-dithia-3,14-diazahexadecanedioic acid